Alpha-hydroxyisobutyric acid n-hexyl ester C(CCCCC)OC(C(C)(C)O)=O